C1(=CC=CC=C1)C=C (R)-1-phenylethene